2-(1-(4-bromophenyl)-3-(4-fluorophenyl)-1H-pyrazol-4-yl)-5-methyl-3-(2-(2-oxoindolin-5-yl)ethyl)oxazolidin-4-one BrC1=CC=C(C=C1)N1N=C(C(=C1)C1OC(C(N1CCC=1C=C2CC(NC2=CC1)=O)=O)C)C1=CC=C(C=C1)F